N-(amino(2-(2-hydroxypropan-2-yl)thiazol-5-yl)(oxo)-λ6-sulfaneylidene)-2-(4,6-diisopropyl-2-(trifluoromethyl)pyrimidin-5-yl)acetamide NS(=NC(CC=1C(=NC(=NC1C(C)C)C(F)(F)F)C(C)C)=O)(=O)C1=CN=C(S1)C(C)(C)O